COC(=O)C1=CC=C2C(=N1)C(CC2)(C)C methyl-7,7-dimethyl-5H,6H-cyclopenta[b]pyridine-2-carboxylate